CN1N=CC2=CC=C(C=C12)C(=O)NC1CCC(CC1)NC1=CC(=NC2=CC=CC=C12)C(F)(F)F 1-methyl-N-[(1s,4s)-4-{[2-(trifluoromethyl)quinolin-4-yl]amino}cyclohexyl]-1H-indazole-6-carboxamide